Cl.N[C@H](C)[C@@H]1CC[C@H](CC1)C(=O)NC1=CC=NC=C1 trans-4-((R)-1-aminoethyl)-N-(pyridine-4-yl)cyclohexane-1-carboxamide hydrochloride